N-(4-fluoro-3-methylphenyl)-1,2,4-trimethyl-5-(2-(neopentylamino)-2-oxoacetyl)-1H-pyrrole-3-carboxamide FC1=C(C=C(C=C1)NC(=O)C1=C(N(C(=C1C)C(C(=O)NCC(C)(C)C)=O)C)C)C